NC1=NC=2C=C(C=CC2C=2C1=CN(N2)CC(C(=O)N(C)C)C)C2=CC=NN2 3-(4-amino-7-(1H-pyrazol-5-yl)-2H-pyrazolo[4,3-c]quinolin-2-yl)-N,N,2-trimethylpropionamide